O=C1NC(CCC1N1C(C2=CC=C(C=C2C1=O)N1CC(C1)C#CC1=NC=C(C=C1)N1CCN(CC1)CC=1C=NC=2C=C(C(NC2C1)=O)CC)=O)=O 2-(2,6-dioxopiperidin-3-yl)-5-(3-((5-(4-((7-ethyl-6-oxo-5,6-dihydro-1,5-naphthyridin-3-yl)methyl)piperazin-1-yl)pyridin-2-yl)ethynyl)azetidin-1-yl)isoindoline-1,3-dione